tert-butyl (S)-2-(6-(3-chloro-1H-pyrrolo[2,3-b]pyridin-5-yl)-2-((S)-3,3,3-trifluoro-2-hydroxy-2-methylpropanoyl)-1,2,3,4-tetrahydroisoquinolin-8-yl)pyrrolidine-1-carboxylate ClC1=CNC2=NC=C(C=C21)C=2C=C1CCN(CC1=C(C2)[C@H]2N(CCC2)C(=O)OC(C)(C)C)C([C@](C(F)(F)F)(C)O)=O